1-(2-fluoro-3-(3-(piperazin-1-yl)quinoxaline-6-carbonyl)phenyl)-3-(4-fluorophenyl)urea FC1=C(C=CC=C1C(=O)C=1C=C2N=C(C=NC2=CC1)N1CCNCC1)NC(=O)NC1=CC=C(C=C1)F